C(CCC(=O)O)(=O)O.C(C=C)(=O)OCC[Na] acryloyloxyethyl-sodium hydrogen succinate